FC=1C(=NC(=NC1)NC1=CC=C2CCNCC2=C1)NC1CCN(CC1)S(=O)(=O)C 5-fluoro-N4-(1-(methylsulfonyl)piperidin-4-yl)-N2-(1,2,3,4-tetrahydroisoquinolin-7-yl)pyrimidine-2,4-diamine